N1(CCCCC1)CC1=CC=C2C=CC(=NC2=C1O)N\N=C(\C)/C1=NC=CC=C1 (Z)-7-(Piperidin-1-ylmethyl)-2-(2-(1-(Pyridin-2-yl)ethylidene)hydrazinyl)chinolin-8-ol